4-methyl-2,6-dimethoxyaniline CC1=CC(=C(N)C(=C1)OC)OC